OB(C=1C=C(C=C(C1)C)NC(C=C)=O)O N-[3-(dihydroxyboranyl)-5-methylphenyl]prop-2-enamide